tert-butyl 4-((2-iodo-3-(2,2,2-trifluoroethyl) benzo[b]thiophen-7-yl) amino)-3,5-dimethylpiperidine-1-carboxylate IC1=C(C2=C(S1)C(=CC=C2)NC2C(CN(CC2C)C(=O)OC(C)(C)C)C)CC(F)(F)F